2,3-dichloro-N-[2-[4-(hydroxymethyl)cyclohexyl]-6-(1-hydroxy-1-methyl-ethyl)indazol-5-yl]benzamide ClC1=C(C(=O)NC2=CC3=CN(N=C3C=C2C(C)(C)O)C2CCC(CC2)CO)C=CC=C1Cl